ClC=1C=C(C=NC1)C1=NN=C(S1)C=1C=CC(N(N1)CC=1N=NC=C(C1)F)=O 6-(5-(5-chloropyridin-3-yl)-1,3,4-thiadiazol-2-yl)-2-((5-fluoropyridazin-3-yl)methyl)pyridazin-3(2H)-one